(1,1-Dioxido-2,3-dihydrothiophen-3-yl)-2-oxo-1,2-dihydroquinoline-3-carboxamide O=S1(CC(C=C1)N1C(C(=CC2=CC=CC=C12)C(=O)N)=O)=O